BrC1=CC=C2C(=C(C=NC2=C1)S(=O)(=O)NCC1=CC=C(C=C1)OC)Cl 7-bromo-4-chloro-N-(4-methoxyphenyl-methyl)quinoline-3-sulfonamide